3-(TERT-BUTOXY)PROPANAL C(C)(C)(C)OCCC=O